4-{1-[(4Z)-4-[(6-chloro-7-fluoro-1H-indol-3-yl)methylene]-2,5-dioxo-imidazol-1-yl]-2-oxoethyl}-2-fluorobenzonitrile ClC1=CC=C2C(=CNC2=C1F)\C=C\1/NC(N(C1=O)C(C=O)C1=CC(=C(C#N)C=C1)F)=O